FC=1C=CC2=C(C(C=C(O2)C2=CC(=C(C=C2)C(C)C)OC)=O)C1 6-fluoro-2-(4-isopropyl-3-methoxyphenyl)-4H-benzopyran-4-one